ClC1=COCCCN1C=O 3-chloro-6,7-dihydro-5H-1,4-oxazepine-4-carbaldehyde